(R)-2-((5-bromo-4-chloro-2-fluorophenyl)sulfonamido)-N-phenyldecanamide BrC=1C(=CC(=C(C1)S(=O)(=O)N[C@@H](C(=O)NC1=CC=CC=C1)CCCCCCCC)F)Cl